(8R,9S,10S)-9-(4-bromophenyl)-3,10-bis[(dimethylamino)methyl]-N-(4-methoxyphenyl)-1,6-diazabicyclo[6.2.0]decane-6-carboxamide BrC1=CC=C(C=C1)[C@@H]1[C@@H]2CN(CCC(CN2[C@@H]1CN(C)C)CN(C)C)C(=O)NC1=CC=C(C=C1)OC